1,3-di(pyridin-2-yl)propane-1,2-dione N1=C(C=CC=C1)C(C(CC1=NC=CC=C1)=O)=O